COC(\C(=C(/C)\NC)\C(=O)C1=NC(=C(C=C1)Br)C)=O (E)-2-(5-bromo-6-methylpyridinoyl)-3-(methylamino)but-2-enoic acid methyl ester